C1(=CC=CC=C1)C(CC=CC)C 5-Phenyl-2-hexene